NC=1SC2=C(C1C(=O)OCC)CCCC2 ethyl 2-amino-4,5,6,7-tetrahydrobenzothiophene-3-carboxylate